ethyl 3-(1,4-dimethyl-1H-benzotriazol-5-yl)-3-(4-{[(4R)-4-methyl-1,1-dioxido-3,4-dihydro-2H-5,1,2-benzoxathiazepin-2-yl]methyl}-1H-indol-6-yl)propanoate CN1N=NC2=C1C=CC(=C2C)C(CC(=O)OCC)C2=CC(=C1C=CNC1=C2)CN2S(C1=C(O[C@@H](C2)C)C=CC=C1)(=O)=O